ClC=1C=C(C=CC1CN1C[C@H](CCC1)[C@](CO)(C)O)NC(OC(C)(C)C)=O tert-butyl [3-chloro-4-({(3s)-3-[(2s)-1,2-dihydroxypropan-2-yl]piperidin-1-yl}methyl)phenyl]carbamate